FC1=C(C(=C(C=C1OC)OC)F)N1C(N(C2=C(C1)C=NC1=C2C=C(N1)CO)CC)=S 3-(2,6-difluoro-3,5-dimethoxyphenyl)-1-ethyl-8-(hydroxymethyl)-1,3,4,7-tetrahydro-2H-pyrrolo[3',2':5,6]pyrido[4,3-d]pyrimidine-2-thione